BrC=1C=C(C(=C(C(=O)NC)C1)N[C@H]1CN(CCC1(F)F)CC1=CN=CC2=CC=CC=C12)[N+](=O)[O-] (S)-5-bromo-2-((4,4-difluoro-1-(isoquinolin-4-ylmethyl)piperidin-3-yl)amino)-N-methyl-3-nitrobenzamide